N1N=NC2=NC(=CC=C21)C=2C=CC(=C(C(=O)O)C2)F 5-(1H-[1,2,3]triazolo[4,5-b]pyridin-5-yl)-2-fluorobenzoic acid